OCC1=CC=C(OC2CN(C2)C=2C=CC=C(C2C2=CC(=CC=C2)NS(=O)(=O)C)C(=O)O)C=C1 6-(3-(4-(hydroxymethyl)phenoxy)azetidin-1-yl)-3'-(methylsulfonylamino)-[1,1'-biphenyl]-2-carboxylic acid